FC1=C(C=CC=C1F)C1C2CC2CN1C=1C=C(C(=NC1)C(=O)N[C@H](C)\C=C\S(=O)(=O)C)F 5-(2-(2,3-difluorophenyl)-3-azabicyclo[3.1.0]hexan-3-yl)-3-fluoro-N-((R,E)-4-(methylsulfonyl)but-3-en-2-yl)picolinamide